(1R,3S)-1-((2'-(benzyloxy)-6-chloro-3',4'-difluoro-[1,1'-biphenyl]-3-yl)methyl)-3-(methylsulfonamido)cyclopentane-1-carboxamide C(C1=CC=CC=C1)OC1=C(C=CC(=C1F)F)C1=CC(=CC=C1Cl)C[C@]1(C[C@H](CC1)NS(=O)(=O)C)C(=O)N